C1(=CC=CC=C1)/C=C/C=O (E)-3-phenylacrolein